1-(2-(butoxyimino)-7,7-dimethylbicyclo[2.2.1]hept-1-yl)-N-phenylmethanesulfonamide C(CCC)ON=C1C2(CCC(C1)C2(C)C)CS(=O)(=O)NC2=CC=CC=C2